6-amino-2-(1-hydroxycyclopentyl)nicotinonitrile NC1=NC(=C(C#N)C=C1)C1(CCCC1)O